7-(4-Fluoro-1,2-dimethyl-1H-indol-5-yl)-5-(4-fluoropiperidine-1-carbonyl)-2,3-dimethoxy-1,7-naphthyridin-8(7H)-one FC1=C2C=C(N(C2=CC=C1N1C=C(C=2C=C(C(=NC2C1=O)OC)OC)C(=O)N1CCC(CC1)F)C)C